COC1=C(C(=CC=C1)OC)C1=CC(=NN1C1=C(C=C(C=C1)C(N(CCCN(CCCNC)C)C)=O)C(C)C)C(=O)NC1(C2CC3CC(CC1C3)C2)C(=O)O 2-({5-(2,6-Dimethoxy-phenyl)-1-[2-isopropyl-4-(methyl-{3-[methyl-(3-methylaminopropyl)-amino]-propyl}-carbamoyl)-phenyl]-1H-pyrazole-3-carbonyl}-amino)-adamantane-2-carboxylic acid